2'-chloro-2-(4-fluorophenyl)-6'-methyl-5-(1H-pyrazol-4-yl)-[3,4'-bipyridyl]-6-amine ClC1=NC(=CC(=C1)C=1C(=NC(=C(C1)C=1C=NNC1)N)C1=CC=C(C=C1)F)C